[4-[([4-[1-methyl-4-(trifluoromethyl)-1H-imidazol-2-yl]phenyl]methyl)amino]-2-[2-(propan-2-yl)pyridin-3-yl]pyrimidin-5-yl]methanol CN1C(=NC(=C1)C(F)(F)F)C1=CC=C(C=C1)CNC1=NC(=NC=C1CO)C=1C(=NC=CC1)C(C)C